tert-Butyl 3-(ethanesulfonyl)azetidine-1-carboxylate C(C)S(=O)(=O)C1CN(C1)C(=O)OC(C)(C)C